(E)-3-(4-(dimethylamino)but-2-enamido)-N-(4-((4-(2-phenylpyrazolo[1,5-a]pyridin-3-yl)pyrimidin-2-yl)amino)phenyl)benzamide CN(C/C=C/C(=O)NC=1C=C(C(=O)NC2=CC=C(C=C2)NC2=NC=CC(=N2)C=2C(=NN3C2C=CC=C3)C3=CC=CC=C3)C=CC1)C